COC=1C=C(C=O)C=CC1OCC1OC1 3-methoxy-4-(oxiran-2-ylmethoxy)benzaldehyde